FC1=CC2=C(C=CS2)C(=C1)N1CCN(CC1)CCC1=CC=C2CCC(N(C2=C1)CC(CCCC)(C)C)=O (7-(2-(4-(6-fluorobenzothiophen-4-yl)piperazin-1-yl)ethyl)-2-oxo-3,4-dihydroquinoline-1(2H)-yl)2,2-dimethylhexane